tert-butyl (3S)-3-methyl-4-{8-[(3-methyl-4-{[1,2,4]triazolo[1,5-a]pyridin-7-yloxy}phenyl)amino]pyrimido[5,4-d][1,3]diazin-2-yl}piperazine-1-carboxylate C[C@H]1CN(CCN1C=1N=CC2=C(N1)C(=NC=N2)NC2=CC(=C(C=C2)OC2=CC=1N(C=C2)N=CN1)C)C(=O)OC(C)(C)C